N-(2-(3,3-dimethyl-2-phenylcyclobut-1-enyl)phenyl)isobutyramide CC1(C(=C(C1)C1=C(C=CC=C1)NC(C(C)C)=O)C1=CC=CC=C1)C